FC1=C(CNC(=O)C2C=3C=CC=NC3C(CC2)=C)C=CC(=C1)F N-(2,4-difluorobenzyl)-8-methylene-5,6,7,8-tetrahydroquinoline-5-carboxamide